N-(7-methyl-[1,2,4]triazolo[1,5-a]pyridin-6-yl)-9-(tetrahydro-2H-pyran-4-yl)-9H-imidazo[2,1-f]purin-2-amine CC1=CC=2N(C=C1NC=1N=CC=3N4C(N(C3N1)C1CCOCC1)=NC=C4)N=CN2